rac-Methyl 5-bromo-2-(4-((tert-butoxycarbonyl)amino)-2-methylbutoxy)benzoate BrC=1C=CC(=C(C(=O)OC)C1)OC[C@@H](CCNC(=O)OC(C)(C)C)C |r|